C1(CC1)C=1N=CN(C1)C1=NN(C(C2=CC=CC=C12)=O)C1=NC(=CC=C1)C1=NN=CN1C(C)C (4-cyclopropyl-1H-imidazol-1-yl)-2-(6-(4-isopropyl-4H-1,2,4-triazol-3-yl)pyridin-2-yl)phthalazin-1(2H)-one